octyldodecanoyl glutamate N[C@@H](CCC(=O)[O-])C(=O)OC(C(CCCCCCCCCC)CCCCCCCC)=O